ClC1=C(C(=O)NC=2C=C3C=C(N(C3=CC2)CC(F)F)C(=O)NC2=CC=C(C=C2)F)C=C(C=C1)CNC(C(C)C)=O 5-(2-chloro-5-(isobutyrylaminomethyl)benzoylamino)-N-(4-fluorophenyl)-1-(2,2-difluoroethyl)-1H-indole-2-carboxamide